5-bromo-N-(but-3-yn-1-yl)-2-chloro-N-cyclopropylnicotinamide BrC=1C=NC(=C(C(=O)N(C2CC2)CCC#C)C1)Cl